3-(2-((3r,5r,7r)-adamantan-1-yl)acetoxy)-2-((((2-(4-methylpiperazin-1-yl)ethoxy)carbonyl)oxy)methyl)propyl (9Z,12Z)-octadeca-9,12-dienoate C(CCCCCCC\C=C/C\C=C/CCCCC)(=O)OCC(COC(CC12CC3CC(CC(C1)C3)C2)=O)COC(=O)OCCN2CCN(CC2)C